Sodium monobutyl terephthalate C(C1=CC=C(C(=O)[O-])C=C1)(=O)OCCCC.[Na+]